tert-Butyl (((1s*,4s*)-1-cyano-4-(methylsulfonyl)cyclohexyl)methyl)carbamate C(#N)C1(CCC(CC1)S(=O)(=O)C)CNC(OC(C)(C)C)=O